17-Azido-3,6,9,12,15-pentaoxaheptadecyl 4-methylbenzenesulfonate CC1=CC=C(C=C1)S(=O)(=O)OCCOCCOCCOCCOCCOCCN=[N+]=[N-]